ClC1=C(C=CC=C1C=1C=C2C(N(C=NN2C1)CC(=O)O)=O)C1=C(C(=CC=C1)C=1C=C2C(N(C=NN2C1)CC(=O)O)=O)Cl 2'-((2,2'-dichloro-[1,1'-biphenyl]-3,3'-diyl)bis(4-oxopyrrolo[2,1-f][1,2,4]triazine-6,3(4H)-diyl))diacetic acid